FC1=C(C(=CC=C1)F)C1=NC=CC(=C1)NC1=NC=NC2=CC(=C(C=C12)NC(C=C)=O)O[C@H]1CN(CC1)C (R)-N-(4-((2-(2,6-difluorophenyl)pyridin-4-yl)amino)-7-((1-methylpyrrolidin-3-yl)oxy)quinazolin-6-yl)acrylamide